COC1=CC(=NC=2NC(NC(C21)=O)=O)C 5-methoxy-7-methylpyrido[2,3-d]pyrimidine-2,4(1H,3H)-dione